N-(5-chloro-2-(2-methoxyethoxy)phenyl)isothiazole-5-carboxamide ethyl-2-[(tert-butoxy)carbonyl]amino-4-phenylthiophene-3-carboxylate C(C)OC(=O)C1=C(SC=C1C1=CC=CC=C1)NC(=O)OC(C)(C)C.ClC=1C=CC(=C(C1)NC(=O)C1=CC=NS1)OCCOC